N-((1R,2R)-1-(2,3-dihydrobenzo[b][1,4]dioxin-6-yl)-1-hydroxy-3-(pyrrolidin-1-yl)propan-2-yl)-1-(5,6,7,8-tetrahydronaphthalen-2-yl)pyrrolidine-3-carboxamide O1C2=C(OCC1)C=C(C=C2)[C@H]([C@@H](CN2CCCC2)NC(=O)C2CN(CC2)C2=CC=1CCCCC1C=C2)O